C(C(C)C)N(S(=O)(=O)C1=CC=C(C=C1)C1=CC=CC=C1)C1=CC=C(C(=O)O)C=C1 4-(N-isobutyl-[1,1'-biphenyl]-4-ylsulfonamido)benzoic acid